CC1=CC=CC(=N1)C1=C(N=CN1)C=1C=C2C=C(C=NC2=CC1)C1=NC=CC(=N1)C(=O)OC1CCNCC1 4-piperidyl 2-[6-[5-(6-methyl-2-pyridyl)-1H-imidazol-4-yl]-3-quinolyl]pyrimidine-4-carboxylate